3-(8-fluoro-2-(((2R,7aS)-2-fluorohexahydro-1H-pyrrolizin-7a-yl)methoxy)-7-(3-hydroxynaphthalen-1-yl)pyrido[4,3-d]pyrimidin-4-yl)-3-azabicyclo[3.2.1]octan-6-ol FC1=C(N=CC2=C1N=C(N=C2N2CC1CC(C(C2)C1)O)OC[C@]12CCCN2C[C@@H](C1)F)C1=CC(=CC2=CC=CC=C12)O